3-bromo-2-(methoxymethoxy)benzonitrile BrC=1C(=C(C#N)C=CC1)OCOC